BrC1=C2C=NN(C2=CC=C1C(F)(F)F)COCC[Si](C)(C)C [4-bromo-5-(trifluoromethyl)indazol-1-yl]methoxylethyl-trimethyl-silane